IC1=CC(=CC=2C=C(OC21)COC)C(=O)OC methyl 7-iodo-2-(methoxymethyl)benzofuran-5-carboxylate